NC1=NC=2C=C(C(=CC2C=2N1N=C(N2)[C@H]2CN(CCC2)C=2C=NN(C2)C([C@@H](C)O)(C)C)F)OC |o1:26| (R or S)-3-(4-((R)-3-(5-amino-9-fluoro-8-methoxy-[1,2,4]triazolo[1,5-c]quinazolin-2-yl)piperidin-1-yl)-1H-pyrazol-1-yl)-3-methylbutan-2-ol